C(C)N(CC)C1=C(C(=O)NO)C=CC=C1 (diethylamino)-N-hydroxybenzoamide